FC(CN1C(=NC2=NC=C(C=C21)C2=CNC=1N=C(N=CC12)NC1CCC2(CCO2)CC1)C)F 5-(1-(2,2-difluoroethyl)-2-methyl-1H-imidazo[4,5-b]pyridin-6-yl)-N-((4s,7s)-1-oxaspiro[3.5]nonan-7-yl)-7H-pyrrolo[2,3-d]pyrimidin-2-amine